4-(4-(3-amino-7-methylisoquinolin-6-yl)piperidin-1-yl)-4-methyltetrahydrofuran-3-ol NC=1N=CC2=CC(=C(C=C2C1)C1CCN(CC1)C1(C(COC1)O)C)C